3-[8-Amino-3-(5-{[(trans-4-hydroxycyclohexyl)amino]sulfonyl}-2-methylphenyl)imidazo[1,2-a]pyrazin-6-yl]-4-fluoro-N-methylbenzamide NC=1C=2N(C=C(N1)C=1C=C(C(=O)NC)C=CC1F)C(=CN2)C2=C(C=CC(=C2)S(=O)(=O)N[C@@H]2CC[C@H](CC2)O)C